N'-(4-fluoro-3-nitrobenzoyl)furan-2-carbohydrazide FC1=C(C=C(C(=O)NNC(=O)C=2OC=CC2)C=C1)[N+](=O)[O-]